C(C)S(=O)(=O)C1=CC=C(C(=O)OC2CN(C2)C=2N=C(C3=C(N2)CC[S+]3[O-])N(C3CCOCC3)C)C=C1 [1-[4-[methyl(tetra-hydropyran-4-yl)amino]-5-oxido-6,7-dihydro-thieno[3,2-d]pyrimidin-5-ium-2-yl]azetidin-3-yl] 4-ethylsulfonylbenzoate